3-(5-(3-(4-fluorophenyl)-3-hydroxyazetidine-1-carbonyl)-1-oxoisoindolin-2-yl)piperidine-2,6-dione FC1=CC=C(C=C1)C1(CN(C1)C(=O)C=1C=C2CN(C(C2=CC1)=O)C1C(NC(CC1)=O)=O)O